C(CCC)P(CCCCP(CCCC)CCCC)CCCC 1,4-di(dibutylphosphino)butane